N-(3-(5-(3-(dimethyl-amino)phenyl)-1H-pyrazolo[3,4-b]pyridine-3-carbonyl)-2,4-difluoro-phenyl)propane-1-sulfonamide CN(C=1C=C(C=CC1)C=1C=C2C(=NC1)NN=C2C(=O)C=2C(=C(C=CC2F)NS(=O)(=O)CCC)F)C